3-(2,4-dimethoxyphenyl)-4-thiophen-3-yl-1H-pyrrolo[2,3-b]pyridine COC1=C(C=CC(=C1)OC)C1=CNC2=NC=CC(=C21)C2=CSC=C2